C(C)(C)(C)[Si](OCC(C)N(C1=CC=C(C=C1)C)C1=CC=CC=C1)(C)C [2-(tert-butyl-dimethyl-silanyloxy)-1-methyl-ethyl]-phenyl-p-tolyl-amine